NC1=C(C=C(C=N1)C1=CC=C(C=C1)C(=O)N1[C@H](CCC1)CNCC1CC1)OCC1=C(C=CC=C1Cl)Cl {4-[6-amino-5-(2,6-dichloro-benzyloxy)-pyridin-3-yl]-phenyl}-{(2R)-2-[(cyclopropylmethyl-amino)-methyl]-pyrrolidin-1-yl}-methanone